N4-cyclohexyl-1-(phenylsulfonyl)-1H-pyrrolo[2,3-b]pyridine-4,5-diamine C1(CCCCC1)NC1=C2C(=NC=C1N)N(C=C2)S(=O)(=O)C2=CC=CC=C2